C(C)O[C@@H]1CC[C@H](CC1)N1N=C(C(=C1)N)C1=NC=CC=C1 1-((trans)-4-ethoxycyclohexyl)-3-(pyridin-2-yl)-1H-pyrazol-4-amine